ClC1=C(C(=NC=N1)N1CCOCC1)[N+](=O)[O-] 4-(6-chloro-5-nitropyrimidin-4-yl)morpholine